(Z)-4-azidobut-2-en-1-yl-2-(3,4-dichlorophenyl)acetate N(=[N+]=[N-])C\C=C/COC(CC1=CC(=C(C=C1)Cl)Cl)=O